(S)-5-(3-morpholino-5-((tetrahydrofuran-3-yl)sulfonyl)phenyl)pyrimidin-2-amine O1CCN(CC1)C=1C=C(C=C(C1)S(=O)(=O)[C@@H]1COCC1)C=1C=NC(=NC1)N